SCCCC=1C=C(C=CC1OCCCS)C1(CCCCC1)C1=CC(=C(C=C1)OCCCS)CCCS 1,1-bis[3-(3-mercaptopropyl)-4-(3-mercaptopropoxy)phenyl]cyclohexane